3-ethylsulfonyl-6-iodo-2-[3-methyl-(trifluoromethyl)imidazo[4,5-b]pyridin-2-yl]imidazo[1,2-a]pyridine-8-carbonitrile C(C)S(=O)(=O)C1=C(N=C2N1C=C(C=C2C#N)I)C2=NC=1C(=NC(=CC1)C(F)(F)F)N2C